N1=CC(=CC=C1)C#CC=1C=C(C(=O)Cl)C=CC1 3-[2-(3-pyridyl)ethynyl]benzoyl chloride